(1-{(S)-2-[(S)-2-Oxo-3-propyl-1-piperazinyl]-4,4-dimethylvaleryl}-4-piperidyl)acetamide O=C1N(CCN[C@H]1CCC)[C@H](C(=O)N1CCC(CC1)CC(=O)N)CC(C)(C)C